FCC1(CC1)C(=O)OCC Ethyl 1-(Fluoromethyl)cyclopropane-1-carboxylate